OC=1C=C(C=C(C1)O)C[C@H]1CCC(=O)O1 (R)-5-(3,5-dihydroxyphenyl)-gamma-valerolactone